C(#N)C=1C=C(C=NC1)[C@H]1N(OCC1)C(=O)C1CCN(CC1)C1=NC=CC(=C1)C#N 2-[4-[(3S)-3-(5-cyano-3-pyridinyl)isoxazolidine-2-carbonyl]-1-piperidinyl]pyridine-4-carbonitrile